OC1(NC(C2=CC=CC=C12)=O)C1=CC=CC2=CC=CC=C12 3-hydroxy-3-(naphthalen-1-yl)isoindolin-1-one